CC[C@]1(C[C@@H](C2=C([C@H]1C(=O)OC)C(=C3C(=C2O)C(=O)C4=C(C3=O)C=CC=C4O)O)O)O The molecule is a carboxylic ester that is the methyl ester of (1R,2R,4S)-2-ethyl-2,4,5,7,12-pentahydroxy-6,11-dioxo-1,2,3,4,6,11-hexahydrotetracene-1-carboxylic acid. It is a tetracenomycin, a polyphenol, a carbopolycyclic compound, a member of tetracenequinones and a methyl ester.